ethyl 4-[([4-[1-methyl-4-(trifluoromethyl)-1H-imidazol-2-yl]phenyl]methyl)amino]-2-[2-(propan-2-yl)pyridin-3-yl]pyrimidine-5-carboxylate CN1C(=NC(=C1)C(F)(F)F)C1=CC=C(C=C1)CNC1=NC(=NC=C1C(=O)OCC)C=1C(=NC=CC1)C(C)C